C(C)(=O)C1=C(OCCCCCCN(C)C)C=CC=C1 6-(2-acetylphenoxy)-1-dimethylaminohexane